CC(NC1=CC=CC2=CC=CC=C12)(C)C(=O)O α-methyl-1-naphthyl-L-alanine